3-((tert-butoxycarbonyl)amino)-1-oxo-4-(pyridin-3-yl)butan-2-yl acetate C(C)(=O)OC(C=O)C(CC=1C=NC=CC1)NC(=O)OC(C)(C)C